copper sulfosuccinate S(=O)(=O)(O)C(C(=O)[O-])CC(=O)[O-].[Cu+2]